C(OCC)(OCCC)=O carbonic acid, Ethyl propyl ester